(5S,7S)-2-(2,2-difluoroethylsulfinyl)-7-fluoro-5-phenyl-6,7-dihydro-5H-pyrrolo[1,2-b][1,2,4]triazole FC(CS(=O)C=1N=C2N(N1)[C@@H](C[C@@H]2F)C2=CC=CC=C2)F